N-dodecanoyl-L-serine C(CCCCCCCCCCC)(=O)N[C@@H](CO)C(=O)O